[N+](=O)([O-])NC#N.B borane nitrocyanamide salt